ClC1=C(C(=O)N(C(=O)N2CCOCC2)C2CC2)C=C(C=N1)C=1C=NN(C1)C1=C(C=C(C=C1Cl)C(C(F)(F)F)(C(F)(F)F)F)Cl N-(2-chloro-5-(1-(2,6-dichloro-4-(perfluoropropane-2-yl)phenyl)-1H-pyrazol-4-yl)nicotinoyl)-N-cyclopropylmorpholine-4-carboxamide